ClC1(C(C1)C1=CC2=CC=CC=C2C=C1)Cl 2-(2,2-dichloro-cyclopropyl)naphthalene